5-chloro-4-(cyclopentylmethoxy)-2-fluoro-N-((octahydro-2H-pyrazino[1,2-a]pyrazin-2-yl)sulfonyl)benzamide ClC=1C(=CC(=C(C(=O)NS(=O)(=O)N2CC3N(CC2)CCNC3)C1)F)OCC1CCCC1